ClC=1C=C(C=CC1F)[C@@H](CO)N1C(C=C(C=C1)C=1C=C2C(=NNC2=CC1)C=1C=NC(=CC1)OC(C)C)=O (S)-1-(1-(3-chloro-4-fluorophenyl)-2-hydroxyethyl)-4-(3-(6-isopropoxypyridin-3-yl)-1H-indazol-5-yl)pyridin-2(1H)-one